O-Nitrophenol [N+](=O)([O-])OC1=CC=CC=C1